isopropoxy-6-nitrobenzo[d]thiazole C(C)(C)OC=1SC2=C(N1)C=CC(=C2)[N+](=O)[O-]